1,1-Bis(4-hydroxyphenyl)-1-phenylethan OC1=CC=C(C=C1)C(C)(C1=CC=CC=C1)C1=CC=C(C=C1)O